(E)-N-(4-(1-(6-(4-(5-((2-(2,6-dioxopiperidin-3-yl)-1,3-dioxoisoindolin-4-yl)amino)pentanoyl)piperazin-1-yl)pyridazine-3-carbonyl)piperidin-4-yl)butyl)-3-(pyridin-3-yl)acrylamide O=C1NC(CCC1N1C(C2=CC=CC(=C2C1=O)NCCCCC(=O)N1CCN(CC1)C1=CC=C(N=N1)C(=O)N1CCC(CC1)CCCCNC(\C=C\C=1C=NC=CC1)=O)=O)=O